C(#N)C1=C(C=C(C=C1)C1=NN(C(=C1)C(=O)O)C1=CC=C(C=C1)I)F 3-(4-Cyano-3-fluoro-phenyl)-1-(4-iodo-phenyl)-1H-pyrazole-5-carboxylic acid